N,N'-(1,2-Phenylenebis(methylene))bis(N-(cyanomethyl)-4-methoxybenzene-sulfonamide) C1(=C(C=CC=C1)CN(S(=O)(=O)C1=CC=C(C=C1)OC)CC#N)CN(S(=O)(=O)C1=CC=C(C=C1)OC)CC#N